ClC1=C(C=C2C=C(N=CC2=C1)NC(=O)[C@H]1[C@H]([C@@H]1C=1C=NN(C1)C)CC)[C@@H]1CC[C@@H](CC1)N1CC(C1)F (1S,2S,3S)-N-(7-chloro-6-(cis-4-(3-fluoroazetidin-1-yl)cyclohexyl)isoquinolin-3-yl)-2-ethyl-3-(1-methyl-1H-pyrazol-4-yl)cyclopropane-1-carboxamide